3-Amino-6-methyl-4,5-dihydro-1,2,4-triazin-5-one NC1=NN=C(C(N1)=O)C